methyl 3-cyclopropoxy-5-fluoro-4-nitrobenzoate C1(CC1)OC=1C=C(C(=O)OC)C=C(C1[N+](=O)[O-])F